2-[7-{1-carboxy-2-[4-(2-ethoxyethoxy)phenyl]ethyl}-4,10-bis(carboxymethyl)-1,4,7,10-tetraazacyclododecan-1-yl]-3-methoxypropanoic acid C(=O)(O)C(CC1=CC=C(C=C1)OCCOCC)N1CCN(CCN(CCN(CC1)CC(=O)O)C(C(=O)O)COC)CC(=O)O